OCC1CCC(O1)=O 5-(hydroxymethyl)dihydrofuran-2(3H)-one